Butyl (S)-(1-methoxybut-3-yn-2-yl)carbamate COC[C@H](C#C)NC(OCCCC)=O